(R)-1-(4-bromo-3-(trifluoromethyl)benzoyl)-5-isothiocyanato-2-methyl-1,2,3,6-tetrahydropyridine-4-carboxylic acid ethyl ester C(C)OC(=O)C=1C[C@H](N(CC1N=C=S)C(C1=CC(=C(C=C1)Br)C(F)(F)F)=O)C